2,4-dioxotetrahydropyridine O=C1NCCC(C1)=O